1-(4-(8-chloro-5,6-dihydro-11H-benzo-[5,6]cyclohepta[1,2-b]pyridin-11-ylidene)-piperidin-1-yl)ethan-1-one ClC=1C=CC2=C(CCC=3C(=NC=CC3)C2=C2CCN(CC2)C(C)=O)C1